CC=1C=CC(=NC1)C(CC1=CC2=CC=CC=C2C=C1)(C)C1=CC=CC(N1)=O 6-(2-(5-methylpyridin-2-yl)-1-(naphthalen-2-yl)propan-2-yl)pyridin-2(1H)-one